FC1=C(C=C(C(=C1)C)OC)C(=O)N1CC2(CC1)C=C(C(C(C2)(C)C)=O)C#N 2-(2-fluoro-5-methoxy-4-methylbenzene-1-carbonyl)-9,9-dimethyl-8-oxo-2-azaspiro[4.5]dec-6-ene-7-carbonitrile